(R)-((2-(1-aminoethyl)-6-cyclopropylimidazo[1,2-a]pyridin-8-yl)imino)dimethyl-λ6-sulfanone N[C@H](C)C=1N=C2N(C=C(C=C2N=S(=O)(C)C)C2CC2)C1